3-(thiazol-5-yl)propanoate S1C=NC=C1CCC(=O)[O-]